O=C1N(C(C=C1)=O)CCCCCC(=O)N[C@@H](C(C)C)C(=O)N[C@@H](CCCNC(N)=O)C(=O)O N-[6-(2,5-Dioxo-2,5-dihydro-1H-pyrrol-1-yl)hexanoyl]-L-valyl-N5-carbamoyl-L-ornithine